(1r,4r)-4-(3-Chloroanilino)-2'-{2-(phenoxymethyl)-3-[(thieno[3,2-b]pyridin-7-yl)oxy]propyl}-2',3'-dihydrospiro[cyclohexane-1,1'-indene]-4-carboxylic acid methyl ester COC(=O)C1(CCC2(C(CC3=CC=CC=C23)CC(COC2=C3C(=NC=C2)C=CS3)COC3=CC=CC=C3)CC1)NC1=CC(=CC=C1)Cl